1-[2-(2,6-dioxopiperidin-3-yl)-6-fluoro-1,3-dioxo-2,3-dihydro-1H-isoindol-5-yl]-3-fluoroazetidine-3-carboxaldehyde O=C1NC(CCC1N1C(C2=CC(=C(C=C2C1=O)N1CC(C1)(C=O)F)F)=O)=O